NC1=C(C=CC(=C1)N)C(CCCC(=O)O)C(=O)OC1=CC=C(C=C1)C=CC(=O)C1=CC=C(C=C1)F 5-(2,4-Diaminophenyl)-6-[4-[3-(4-fluorophenyl)-3-oxoprop-1-enyl]phenoxy]-6-oxohexanoic acid